FC(S(=O)(=O)[O-])(F)F.COC1=C2C(=CN(C2=CC=C1)C)C(C1=CC(=C(C(=C1)OC)OC)OC)[P+](C1=CC=CC=C1)(C1=CC=CC=C1)C1=CC=CC=C1 ((4-methoxy-1-methyl-1H-indol-3-yl)(3,4,5-trimethoxyphenyl)methyl)triphenylphosphonium trifluoromethanesulfonate